(6-(2-(methylsulfonyl)pyrimidin-5-yl)hex-5-ynyl)-L-alanyl-L-alanine CS(=O)(=O)C1=NC=C(C=N1)C#CCCCCN[C@@H](C)C(=O)N[C@@H](C)C(=O)O